ClC(=O)ON1C(C(CC1=O)O)=O Hydroxysuccinimidyl Chloroformate